(R)-4-(2-amino-3-(2H-tetrazol-2-yl)propoxy)benzoic acid N[C@@H](COC1=CC=C(C(=O)O)C=C1)CN1N=CN=N1